(R)-1-(2-chlorophenyl)ethyl (1-methyl-4-(2-oxo-1,2,3,4-tetrahydroquinolin-6-yl)-1H-1,2,3-triazol-5-yl)carbamate CN1N=NC(=C1NC(O[C@H](C)C1=C(C=CC=C1)Cl)=O)C=1C=C2CCC(NC2=CC1)=O